2-{4-[(5aS,8aR)-octahydro-2H-cyclopenta[b][1,4]oxazepin-5-yl]-5H,6H,7H-cyclopenta[d]pyrimidin-2-yl}pyridine O1[C@H]2[C@@H](N(CCC1)C=1C3=C(N=C(N1)C1=NC=CC=C1)CCC3)CCC2